N-[3-[5-[3-cis-(trifluoromethoxy)cyclobutyl]-1,3,4-oxadiazol-2-yl]-1-bicyclo[1.1.1]pentanyl]-2-[3-cis-(trifluoromethoxymethyl)cyclobutoxy]acetamide FC(OC1(CCC1)C1=NN=C(O1)C12CC(C1)(C2)NC(COC2(CCC2)COC(F)(F)F)=O)(F)F